sec-octyl-phenoxyacetic acid C(C)(CCCCCC)C(C(=O)O)OC1=CC=CC=C1